O=C1NC(CCC1N1C(N(C2=C1C=CC(=C2)N2CCN(CC2)CC2CN(C2)C(=O)OC(C)(C)C)C)=O)=O tert-butyl 3-((4-(1-(2,6-dioxopiperidin-3-yl)-3-methyl-2-oxo-2,3-dihydro-1H-benzo[d]imidazol-5-yl)piperazin-1-yl)methyl)azetidine-1-carboxylate